C1(CC1)NC(C1=C(C=C(C(=C1)C=1C=NC(=C(C1)C=1C=NN(C1)C)N(C)C1(CC1)CO)C)F)=O N-cyclopropyl-2-fluoro-5-(6-((1-(hydroxymethyl)cyclopropyl)(methyl)amino)-5-(1-methyl-1H-pyrazol-4-yl)pyridin-3-yl)-4-methylbenzamide